N1(N=NN=C1)[C@@H]1CC[C@H](CC1)NC[C@@]1(OC2=C(C1)C(=C(C(=C2)F)Cl)C2=C(C(=O)N)C=CC(=C2F)OC(F)F)C2=CC=CC=C2 2-((2S,4S)-2-((((trans)-4-(1H-tetrazol-1-yl)cyclohexyl)amino)methyl)-5-chloro-6-fluoro-2-phenyl-2,3-dihydrobenzofuran-4-yl)-4-(difluoromethoxy)-3-fluorobenzamide